B([O-])([O-])[O-].[Mg+2].B(O)(O)O.B([O-])([O-])[O-].[Mg+2].[Mg+2] boric acid magnesium borate